azoindolizine N(=NC=1C=CN2C=CC=CC12)C=1C=CN2C=CC=CC12